p-styrenesulfonic acid, potassium salt [K+].C=CC1=CC=C(C=C1)S(=O)(=O)[O-]